C(C(C)C)C=1C=CC(=C(C1)N1CCN(CC1)CC1=NC(=NC=C1)C)C=1N=NNN1 4-[[4-[5-isobutyl-2-(2H-tetrazol-5-yl)phenyl]piperazin-1-yl]methyl]-2-methyl-pyrimidine